methyl (3R)-4-{[(benzyloxy) carbonyl] amino}-3-fluorobutyrate C(C1=CC=CC=C1)OC(=O)NC[C@@H](CC(=O)OC)F